O[C@H]([C@H](CC1=CC=CC=C1)NC(OCC1=CN=CS1)=O)C[C@H](CC1=CC=CC=C1)NC([C@H](C(C)C)NC(N(CC=1N=C(SC1)C(C)C)C)=O)=O 1,3-thiazol-5-ylmethyl N-[(2S,3S,5S)-3-hydroxy-5-[(2S)-3-methyl-2-{[methyl({[2-(propan-2-yl)-1,3-thiazol-4-yl]methyl}) carbamoyl]amino}butanamido]-1,6-diphenylhexan-2-yl]carbamate